methyl 2-((4-(7-(((2S,5R)-5-(azetidine-1-sulfonamido)tetrahydro-2H-pyran-2-yl)methyl)-2,7-diazaspiro[3.5]nonan-2-yl)pyrimidin-5-yl)oxy)-5-fluorobenzoate N1(CCC1)S(=O)(=O)N[C@@H]1CC[C@H](OC1)CN1CCC2(CN(C2)C2=NC=NC=C2OC2=C(C(=O)OC)C=C(C=C2)F)CC1